monobornyl formate C(=O)OC1C2(CCC(C1)C2(C)C)C